(3R)-3-(difluoromethyl)piperidine hydrochloride Cl.FC([C@H]1CNCCC1)F